OC1=C(C=CC=C1)C1=NC=NC=N1 (hydroxyphenyl)-1,3,5-triazine